C(C)P(CC)C(C)P(CC)CC di(di-ethylphosphino)ethane